2-(4-(4-Methylpiperazin-1-yl)phenylamino)-6-acetyl-7H-pyrano[2,3-d]pyrimidine-7-one CN1CCN(CC1)C1=CC=C(C=C1)NC=1N=CC2=C(N1)OC(C(=C2)C(C)=O)=O